4,4'-((5-methyl-1,3-phenylene)bis(ethane-2,1-diyl))dibenzonitrile CC=1C=C(C=C(C1)CCC1=CC=C(C#N)C=C1)CCC1=CC=C(C#N)C=C1